CN(CCCC=1SC(=CN1)C(=O)OC(CCCCCCCC(=O)OCCC(CCCCC)CCCCC)CCCCCCCC(=O)OCCC(CCCCC)CCCCC)C bis(3-pentyloctyl) 9-((2-(3-(dimethylamino)propyl)thiazole-5-carbonyl)oxy)heptadecanedioate